(1-(3-(3,5-dichloro-phenyl)-1H-pyrazolo[3,4-b]-pyrazin-6-yl)-4-methylpiperidin-4-yl)methanamine ClC=1C=C(C=C(C1)Cl)C1=NNC2=NC(=CN=C21)N2CCC(CC2)(C)CN